N-(3-fluoropropyl)-2beta-carbomethoxy-3beta-(4'-iodophenyl)demethyltropane FCCCN1[C@H]2[C@H]([C@H](C[C@@H]1CC2)C2=CC=C(C=C2)I)C(=O)OC